ClC1=NC=C(C=C1OCOC)F 2-chloro-5-fluoro-3-(methoxymethoxy)pyridine